fluoromalonic acid FC(C(=O)O)C(=O)O